BrC1=C(N)C=CC(=C1)S(=O)(=O)C 2-bromo-4-methanesulfonylaniline